2-(2-(tert-butyl)-4-hydroxyphenoxy)-N-(4-hydroxyphenyl)acetamide C(C)(C)(C)C1=C(OCC(=O)NC2=CC=C(C=C2)O)C=CC(=C1)O